CCCC(CCC)NC(=O)C1=CC2=C(OCO2)C=C1 (N-hept-4-yl)benzo[d][1,3]dioxole-5-carboxamide